(E)-4-(benzyloxy)-7-bromo-3-(2-nitrovinyl)indole C(C1=CC=CC=C1)OC1=C2C(=CNC2=C(C=C1)Br)\C=C\[N+](=O)[O-]